[Pd](Cl)Cl.C(C)(C)(C)P(C1=CC=C(C=C1)N(C)C)C(C)(C)C.C(C)(C)(C)P(C1=CC=C(C=C1)N(C)C)C(C)(C)C bis(di-tert-butyl-(4-dimethylaminophenyl)phosphine) palladium (II) dichloride